trans-2,4,3',5'-tetrahydroxystilbene OC1=C(C=CC(=C1)O)\C=C\C1=CC(=CC(=C1)O)O